methyl 4-bromo-2,2-dimethyl-3-oxobutanoate BrCC(C(C(=O)OC)(C)C)=O